N-(3,5-Dimethylphenyl)-N1-(4-Fluorophenyl)-6-morpholin-4-yl-[1,3,5]triazine-2,4-diamine hydrochloride Cl.CC=1C=C(C=C(C1)C)NC1N(C(=NC(=N1)N)N1CCOCC1)C1=CC=C(C=C1)F